N-(9,9-dimethyl-9H-fluoren-2-yl)-N-(2-(phenanthren-9-yl)phenyl)-9,9-diphenyl-9H-fluoren-2-amine CC1(C2=CC=CC=C2C=2C=CC(=CC12)N(C1=CC=2C(C3=CC=CC=C3C2C=C1)(C1=CC=CC=C1)C1=CC=CC=C1)C1=C(C=CC=C1)C=1C2=CC=CC=C2C=2C=CC=CC2C1)C